ClC1=C(C=C2C=C(N=CC2=C1)NC(=O)[C@H]1[C@@H](C1)C=1C=NN(C1)C)N1CCC(CC1)(F)C#N (1R,2R)-N-[7-chloro-6-(4-cyano-4-fluoro-1-piperidyl)-3-isoquinolyl]-2-(1-methylpyrazol-4-yl)cyclopropanecarboxamide